NC1=CC=C(C=C1)CCC (4-aminophenyl)-propane